propyl-2-{1H-pyrrolo[3,2-b]pyridin-1-yl}pyrido[3,4-d]pyrimidin-4-amine C(CC)C1=CN=CC=2N=C(N=C(C21)N)N2C=CC1=NC=CC=C12